FC1=C(C=C(C=C1)C1(CC1)N(C(OC)=O)C[C@]1(NCCC1)C)C(F)(F)F methyl (S)-(1-(4-fluoro-3-(trifluoromethyl)phenyl)cyclopropyl)((2-methylpyrrolidin-2-yl)methyl)carbamate